2-{[2-(Morpholin-4-yl)-7-(trifluoromethyl)imidazo[2,1-f][1,2,4]triazin-4-yl]amino}acethydrazide N1(CCOCC1)C1=NN2C(C(=N1)NCC(=O)NN)=NC=C2C(F)(F)F